tetramethyl-phthalic acid amide CC=1C(=C(C(=C(C1C(=O)N)C(=O)O)C)C)C